OC(C)(C)C1=CC(=NN1C1=CC=CC=C1)S(=O)(N)=N 5-(2-hydroxypropan-2-yl)-1-phenyl-1H-pyrazole-3-sulfonimidamide